(1S,2R)-3-amino-1-(4-fluorophenyl)-1-phenylpropan-2-ol NC[C@@H]([C@@H](C1=CC=CC=C1)C1=CC=C(C=C1)F)O